C(C)(C)(C)OC(=O)N1CC2=NN(C(=C2C1)C=1C=C2C=CNC2=CC1)C1=C(C=CC=C1C)C 2-(2,6-dimethylphenyl)-3-(1H-indol-5-yl)-4,6-dihydropyrrolo[3,4-c]Pyrazole-5-carboxylic acid tert-butyl ester